tert-butyl 4-(3-(2,6-bis(benzyloxy)pyridin-3-yl)-7-fluoro-1-methyl-1H-indazol-6-yl)piperidine-1-carboxylate C(C1=CC=CC=C1)OC1=NC(=CC=C1C1=NN(C2=C(C(=CC=C12)C1CCN(CC1)C(=O)OC(C)(C)C)F)C)OCC1=CC=CC=C1